ClC=1C=C(C=CC1C(=O)N1CC(C1)(F)F)NC1CN(C1)C(=O)OC(C)(C)C tert-butyl 3-(3-chloro-4-(3,3-difluoroazetidine-1-carbonyl)phenylamino)azetidine-1-carboxylate